C(C)NC(=O)C1=NN2C(N=C(C=C2N2CCOCC2)N2N=C(C=C2)C=2C=C(C=CC2)C)=C1 n-ethyl-7-morpholino-5-(3-(m-tolyl)-1H-pyrazol-1-yl)pyrazolo[1,5-a]pyrimidine-2-carboxamide